N-(3-(4-methylpiperazin-1-yl)phenyl)-9H-pyrido[3,4-b]indole-1-carboxamide CN1CCN(CC1)C=1C=C(C=CC1)NC(=O)C1=NC=CC2=C1NC1=CC=CC=C21